ClC=1C=C(C=C(C1)Cl)C1(CC(=NN1)C1=NN=C(O1)SCC(=O)NC1=CC(=C(C=C1)C)C)C(F)(F)F 2-((5-(5-(3,5-dichlorophenyl)-5-(trifluoromethyl)-4,5-dihydro-1H-pyrazol-3-yl)-1,3,4-oxadiazol-2-yl)thio)-N-(3,4-dimethylphenyl)acetamide